5-[(6-amino-2,3-difluoro-anilino)methyl]pyrimidine-2-carbonitrile NC1=CC=C(C(=C1NCC=1C=NC(=NC1)C#N)F)F